C1(CC1)CN1CC2(CC(NC2)=O)CC1 7-(cyclopropylmethyl)-2,7-diazaspiro[4.4]nonan-3-one